CC1=NOC(=C1C=1C=C(C=CC1OC[C@@H]1NCCCC1)NC(=O)C1=C(N=CO1)C)C (R)-N-(3-(3,5-dimethylisoxazol-4-yl)-4-(piperidin-2-ylmethoxy)phenyl)-4-methyloxazole-5-carboxamide